C1(CC1)NC1=C2C(=NC(=C1)C1=C(C=CC=C1OC)C1(CCN(CC1)C=O)N1CCOCC1)N(C=C2C(F)(F)F)COCC[Si](C)(C)C 4-((4-(Cyclopropylamino)-3-(trifluoromethyl)-1-((2-(trimethylsilyl)ethoxy)methyl)-1H-pyrrolo[2,3-b]pyridin-6-yl)-3-methoxyphenyl)(4-morpholinopiperidin-1-yl)methanon